1-[4-[4-(4-piperidyl)piperazin-1-yl]phenyl]hexahydropyrimidine-2,4-dione N1CCC(CC1)N1CCN(CC1)C1=CC=C(C=C1)N1C(NC(CC1)=O)=O